2-Chloro-4-(3-methoxy-2-pyridyl)pyrimidine ClC1=NC=CC(=N1)C1=NC=CC=C1OC